CC1=NC(=CC(=N1)NC1=NN2C(C=C(C=C2)C2=C(C=NC(=C2)C#CC)OCOC(=O)N2C3COC(C2)C3)=C1)C (((4-(2-((2,6-dimethylpyrimidin-4-yl)amino)pyrazolo[1,5-a]pyridin-5-yl)-6-(prop-1-yn-1-yl)pyridin-3-yl)oxy)methyl)-2-oxa-5-azabicyclo[2.2.1]heptane-5-carboxylate